methyl 3-(8-(4-cyano-2-fluorophenyl)-6,9-dioxo-5-(4-(trifluoromethyl)benzyl)-2,5,8-triazaspiro[3.5]nonan-2-yl)-2-(methylamino)-benzoate C(#N)C1=CC(=C(C=C1)N1CC(N(C2(CN(C2)C=2C(=C(C(=O)OC)C=CC2)NC)C1=O)CC1=CC=C(C=C1)C(F)(F)F)=O)F